(S)-2-((5-amino-6-methoxy-6-oxohexyl)amino)-5-nitronicotinic acid methyl ester hydrobromide Br.COC(C1=C(N=CC(=C1)[N+](=O)[O-])NCCCC[C@@H](C(=O)OC)N)=O